ClC1=NC=C(C(=N1)C=1C=NN(C1)C1=CC=C(C=C1)F)Cl 2,5-dichloro-4-[1-(4-fluorophenyl)pyrazol-4-yl]pyrimidine